COC=1C=C(C(=O)N2C3=C(OCC2)C(=CN=C3)C3=CC=C(C#N)C=C3)C=CC1 4-(4-(3-methoxybenzoyl)-3,4-dihydro-2H-pyrido[4,3-b][1,4]oxazin-8-yl)benzonitrile